O(C1=CC=CC=C1)C1=C(N)C=CC=C1 2-(phenoxy)aniline